ClC=1N=NC(=CC1C(=O)O)Cl 3,6-Dichloro-4-pyridazinecarboxylic acid